O[C@H]1[C@@H]([C@H]([C@H](C1)O)C\C=C/CCCC(=O)OC(C)C)CCC(CCCCCCC)=O isopropyl (+)-(Z)-7-[(1R,2R,3R,5S)-3,5-dihydroxy-2-(3-oxodecyl)cyclopentyl]-5-heptenoate